14-amino-9-(sulfanylmethyl)-1,2-dioxa-2,3-diselena-7,10-diazacyclopentadecane-5,8,11,15-tetrone NC1CCC(NC(C(NCC(C[Se]OOC1=O)=O)=O)CS)=O